FC1(CCN(CCC1)C1=C(C(=O)NC2=CC(=CC=C2)S(=O)(=N)C)C(=C(C=N1)C1=CC(=CC=C1)F)C)F 2-(4,4-difluoroazepan-1-yl)-5-(3-fluorophenyl)-4-methyl-N-(3-(S-methylsulfonimidoyl)phenyl)nicotinamide